5-(2-(1-Methyl-1H-benzo[d]imidazol-5-yl)pyridin-3-yl)-2-(3,3,3-trifluoro-2,2-dimethylpropyl)oxazol CN1C=NC2=C1C=CC(=C2)C2=NC=CC=C2C2=CN=C(O2)CC(C(F)(F)F)(C)C